IC=CI 1,2-diiodoethene